FC(C=1C=C(C=CC1)[C@@H](C)O)(F)F (R)-1-(3-trifluoromethyl-phenyl)ethanol